OC(C(=O)OCC(CCCC)CC)C 2-Ethylhexyl Hydroxypropionate